(N-[4-Amino-5-(3,4-difluorobenzoyl)thiazol-2-yl]-4-fluoroanilino)propanamid NC=1N=C(SC1C(C1=CC(=C(C=C1)F)F)=O)N(C1=CC=C(C=C1)F)C(C(=O)N)C